C(C(C)C)NC1=C2C(=NC(=C1)NC1=CC=C(C3=C1OCCO3)C(=O)N3CCOCC3)NC=C2 (8-((4-(isobutylamino)-1H-pyrrolo[2,3-b]pyridin-6-yl)amino)-2,3-dihydrobenzo[b][1,4]dioxin-5-yl)(morpholino)methanone